heptanoyl-amide C(CCCCCC)(=O)[NH-]